CC(CC1=CC=C(C=C1)CNC(=O)N1[C@H](CCC1)C(=O)NC1=CC=C(C=C1)C1=CC=C(C=C1)C(=O)O)C 4'-{[1-({[4-(2-methylpropyl)phenyl]methyl}carbamoyl)-D-prolyl]amino}[1,1'-biphenyl]-4-carboxylic acid